methyltrioctylammonium 3,5-bistrifluoromethyl-benzenehydroxamate FC(C=1C=C(C=C(C1)C(F)(F)F)C(=O)N[O-])(F)F.C[N+](CCCCCCCC)(CCCCCCCC)CCCCCCCC